C1=CC=CC=2C3=CC=CC=C3C(C12)COC(=O)N[C@H]1CN(CC[C@H]1CO)C(=O)OC(C)(C)C tert-butyl (3R,4R)-3-((((9H-fluoren-9-yl)methoxy)carbonyl)amino)-4-(hydroxymethyl)piperidine-1-carboxylate